N-(4-Chlorophenyl)-7-(6-fluorochinolin-4-yl)-2-azaspiro[3.5]nonan-2-carboxamid ClC1=CC=C(C=C1)NC(=O)N1CC2(C1)CCC(CC2)C2=CC=NC1=CC=C(C=C21)F